COC1=CC=C(CN(S(=O)(=O)C=2C(=C(C=CC2S(=O)(=O)CC[Si](C)(C)C)N2CCC(CC2)CCNC(OC(C)(C)C)=O)C=2N=NN(N2)CC2=CC=C(C=C2)OC)CC2=CC=C(C=C2)OC)C=C1 tert-Butyl (2-(1-(3-(N,N-bis(4-methoxybenzyl)sulfamoyl)-2-(2-(4-methoxybenzyl)-2H-tetrazol-5-yl)-4-((2-(trimethylsilyl)ethyl)sulfonyl)phenyl) piperidin-4-yl)ethyl)carbamate